ClC=1C=C(C=CC1)/C(/C#N)=C/C#N 2-(3-chlorophenyl)-maleonitrile